CC1=C(C=CC=C1C(F)(F)F)[C@@H](C)N (R)-1-(2-methyl-3-(trifluoro-methyl)phenyl)ethan-1-amine